methyl (5-bromo-6-methoxypyridin-3-yl)acetate BrC=1C=C(C=NC1OC)CC(=O)OC